2-Bromo-3-trifluoromethylpyridine BrC1=NC=CC=C1C(F)(F)F